ClC1=C(CN)C=CC=C1C(F)(F)F 2-chloro-3-(trifluoromethyl)benzylamine